C(C)(C)(C)OC(=O)N([C@@H](CC(C)C)C(=O)N1C(CC(CC1)C1=CC=CC=C1)C(=O)O)C 1-(N-(tert-Butoxycarbonyl)-N-methyl-L-leucyl)-4-phenylpiperidine-2-carboxylic acid